1,3-Butadiene C=CC=C